(R)-N-((S)-2-cyclopropyl-5,7-dihydrospiro[cyclopenta[b]pyridin-6,4'-piperidin]-5-yl)-2-methylpropane-2-sulfinamide C1(CC1)C1=CC=C2C(=N1)CC1(CCNCC1)[C@@H]2N[S@](=O)C(C)(C)C